ClC1=C(C=2C(=NC=C(C2)B2OC(C(O2)(C)C)(C)C)N1)CC 2-Chloro-3-ethyl-5-(4,4,5,5-tetramethyl-1,3,2-dioxaborolan-2-yl)-1H-pyrrolo[2,3-b]pyridine